(E)-N-(4-(1-(6-(4-(5-((2-(2,6-dioxopiperidin-3-yl)-1-oxoisoindoline-4-yl)oxy)pentanoyl)piperazin-1-yl)nicotinoyl)piperidin-4-yl)butyl)-3-(pyridin-3-yl)acrylamide O=C1NC(CCC1N1C(C2=CC=CC(=C2C1)OCCCCC(=O)N1CCN(CC1)C1=NC=C(C(=O)N2CCC(CC2)CCCCNC(\C=C\C=2C=NC=CC2)=O)C=C1)=O)=O